6-((S)-1-(4,6-difluoro-2-((3R,4R)-4-fluoro-3-(methylamino)piperidin-1-yl)-1H-benzo[d]imidazol-1-yl)ethyl)nicotinonitrile FC1=CC(=CC=2N(C(=NC21)N2C[C@H]([C@@H](CC2)F)NC)[C@@H](C)C2=NC=C(C#N)C=C2)F